C1(CC1)C=1C=CC(=NC1OC)OC1CCC2(CNC2)CC1 7-((5-cyclopropyl-6-methoxypyridin-2-yl)oxy)-2-azaspiro[3.5]nonane